Androst-4-ene C[C@@]12CCC[C@H]1[C@@H]1CCC3=CCCC[C@]3(C)[C@H]1CC2